FCCN1C[C@@H]([C@H](CC1)NC(=O)C1=CC(=CC=2N(C=NC21)CC(F)(F)F)C#CCNC2=C(C=C(C(=C2)F)S(=O)(=O)C)OC)C N-[(3S,4S)-1-(2-Fluoroethyl)-3-methyl-4-piperidyl]-6-[3-(5-fluoro-2-methoxy-4-methylsulfonyl-anilino)prop-1-ynyl]-1-(2,2,2-trifluoroethyl)benzimidazole-4-carboxamide